BrC1=CC=C(C=C1)C1=NN(C2=NC=NC(=C21)N)CC(F)(F)F 3-(4-bromophenyl)-1-(2,2,2-trifluoroethyl)pyrazolo[3,4-d]pyrimidin-4-amine